3-(4-chloro-2-hydroxy-6-methylphenyl)-8-((R)-piperidin-3-yl)-5,6,7,8-tetrahydropyrido[2,3-c]pyridazin-5-ol ClC1=CC(=C(C(=C1)C)C1=CC2=C(N=N1)N(CCC2O)[C@H]2CNCCC2)O